FC(CN1N=C(C=C1)S(=O)(=O)N1N=C2C(=C1)CN(C2)C([C@H](CO)C2=C(C=CC=C2)F)=O)F (2S)-1-(2-{[1-(2,2-difluoroethyl)-1H-pyrazol-3-yl]sulfonyl}-2H,4H,5H,6H-pyrrolo[3,4-c]pyrazol-5-yl)-2-(2-fluorophenyl)-3-hydroxypropan-1-one